(2,3-dimethylpyridin-4-yl)boronic acid CC1=NC=CC(=C1C)B(O)O